5-bromo-2-(3,3-difluoropyrrolidin-1-yl)thiazole tert-butyl-(1-((4-(6-(5-fluoropyridin-3-yl)pyrazin-2-yl)benzamido)methyl)cyclopropyl)carbamate C(C)(C)(C)N(C(O)=O)C1(CC1)CNC(C1=CC=C(C=C1)C1=NC(=CN=C1)C=1C=NC=C(C1)F)=O.BrC1=CN=C(S1)N1CC(CC1)(F)F